FC=1C=C(O[C@H]2CCN3N=C(N=C32)NC3[C@H]2CN(C[C@@H]3CC2)C2=CN=NC(=C2)OC)C=C(C1)F (S)-7-(3,5-difluorophenoxy)-N-((1R,5S,8S)-3-(6-methoxypyridazin-4-yl)-3-azabicyclo[3.2.1]oct-8-yl)-6,7-dihydro-5H-pyrrolo[1,2-b][1,2,4]triazol-2-amine